(2S,4S)-4-(2-(tert-butoxy)-2-oxoethyl)-1-(tert-butoxycarbonyl)-5-oxopyrrolidine-2-carboxylic acid C(C)(C)(C)OC(C[C@@H]1C[C@H](N(C1=O)C(=O)OC(C)(C)C)C(=O)O)=O